C1(OOCCCO1)=O dioxa-caprolactone